FC(C=1C=CC=2N(N1)C(=CN2)C2=CC(=NC=N2)N2C[C@H](CCC2)CNS(=O)(=O)C)F (S)-N-((1-(6-(6-(Difluoromethyl)imidazo[1,2-b]pyridazin-3-yl)pyrimidin-4-yl)piperidin-3-yl)methyl)methanesulfonamide